(3-chloro-2,4-dimethyl-5,7-dihydropyrrolo[3,4-b]pyridin-6-yl)-[(3R)-1-(5-methylpyrazin-2-yl)pyrrolidin-3-yl]methanone ClC=1C(=C2C(=NC1C)CN(C2)C(=O)[C@H]2CN(CC2)C2=NC=C(N=C2)C)C